CC1=C(C(=NC=C1)C(F)(F)F)C(=O)OC methyl 4-methyl-2-(trifluoromethyl)pyridine-3-carboxylate